C(C(C)(C)C)(=O)OCOC[C@H]1O[C@H]([C@]([C@@H]1OC(C)=O)(C)F)N1C2=NC(=NC(=C2N=C1)NC)N (((2R,3R,4R,5R)-3-acetoxy-5-(2-amino-6-(methylamino)-9H-purin-9-yl)-4-fluoro-4-methyltetrahydrofuran-2-yl)methoxy)methyl pivalate